FC(C1=NC(=NO1)C1=CC=C(C=C1)CN1C(CC[SH4]C2=C1C=CC=C2)=O)(F)F 5-[[4-[5-(trifluoromethyl)-1,2,4-oxadiazol-3-yl]phenyl]methyl]-2,3-dihydro-1λ6,5-benzothiazepine-4-One